(R)-6-(1-(3-(1H-pyrazol-1-yl)propanoyl)piperidin-3-yl)-7-fluoro-N,N-dimethyl-4-(4,4,5,5-tetramethyl-1,3,2-dioxaborolan-2-yl)-1H-indole-2-carboxamide N1(N=CC=C1)CCC(=O)N1C[C@H](CCC1)C1=CC(=C2C=C(NC2=C1F)C(=O)N(C)C)B1OC(C(O1)(C)C)(C)C